2-amino-3-(diethoxy-phosphoryloxy)-propionic acid NC(C(=O)O)COP(=O)(OCC)OCC